C(C)(C)(C)OC(NCCOC1=CC2=C(N=C(S2)Br)C(=C1)F)=O 2-(2-bromo-4-fluorobenzo[d]thiazol-6-yloxy)ethylcarbamic acid tert-butyl ester